N[C@H]1[C@H](CCCCCC1)C1=C(C2=NC(=CC(=C2S1)NCC=1SC=CC1)Cl)C 2-((1s,2r)-2-aminocyclooctyl)-5-chloro-3-methyl-N-(thiophen-2-ylmethyl)thieno[3,2-b]pyridin-7-amine